3-(azetidin-3-yl)-1-(4-(trifluoromethoxy)phenyl)-1H-pyrazolo[3,4-b]pyridine-4-carbonitrile N1CC(C1)C1=NN(C=2N=CC=C(C21)C#N)C2=CC=C(C=C2)OC(F)(F)F